CC(CCC(=O)C1=C(C=CC=C1)C(F)(F)F)(C)[N+](=O)[O-] 4-methyl-4-nitro-1-(2-(trifluoromethyl)phenyl)pentan-1-one